3-(((2R)-2-(methoxymethyl)azetidin-1-yl)carbonyl)-1,5,7-trimethyl-1,5-dihydro-4H-pyrrolo[3,2-c]pyridin-4-one COC[C@@H]1N(CC1)C(=O)C1=CN(C2=C1C(N(C=C2C)C)=O)C